(1R,2S,5S)-N-((S)-1-amino-1-oxopropan-2-yl)-3-((S)-3,3-dimethyl-2-(2,2,2-trifluoro-acetamido)butanoyl)-6,6-dimethyl-3-azabicyclo[3.1.0]hexane-2-carboxamide NC([C@H](C)NC(=O)[C@@H]1[C@H]2C([C@H]2CN1C([C@H](C(C)(C)C)NC(C(F)(F)F)=O)=O)(C)C)=O